OC(=O)C(F)(F)F.C(C)(C)(C)C1=NC(=NO1)C(=O)NCC1=C(C=C(C=C1)C=1C=2N(N=CC1)C=C(C2)CCCCN2CCC(CC2)C2=CC=C(C=C2)NC2C(NC(CC2)=O)=O)C 5-tert-butyl-N-[[4-[6-[4-[4-[4-[(2,6-dioxo-3-piperidyl)amino]phenyl]-1-piperidyl]butyl]pyrrolo[1,2-b]pyridazin-4-yl]-2-methyl-phenyl]methyl]-1,2,4-oxadiazole-3-carboxamide TFA salt